(4-methoxyphenyl)-N-(1-phenylethyl)pyrazolo[1,5-a]pyrimidin-7-amine COC1=CC=C(C=C1)C1=NN2C(N=CC=C2NC(C)C2=CC=CC=C2)=C1